4-(4-((4-(4-cyanophenyl)pyridin-2-yl)carbamoyl)phenyl)2-(piperidin-2-yl)-1H-imidazole-5-carboxamide C(#N)C1=CC=C(C=C1)C1=CC(=NC=C1)NC(=O)C1=CC=C(C=C1)C=1N=C(NC1C(=O)N)C1NCCCC1